ethyl 2-[benzyl-[(4-fluorophenyl)methyl]amino]-2-oxo-acetate C(C1=CC=CC=C1)N(C(C(=O)OCC)=O)CC1=CC=C(C=C1)F